N-(4-(2,4-difluorophenoxy)-3-(5-methyl-4-oxo-2-phenyl-4,5-dihydrofuro[3,2-c]pyridine-7-yl)phenyl)ethylsulfonamide FC1=C(OC2=C(C=C(C=C2)CCNS(=O)=O)C=2C3=C(C(N(C2)C)=O)C=C(O3)C3=CC=CC=C3)C=CC(=C1)F